C1(CCC(N1C(C(=O)O)(C)SSC(C(=O)O)(C)N1C(CCC1=O)=O)=O)=O.NCC1=C2CC(CN(C2=CC=C1)C1=CC=C(C=C1)C(F)(F)F)NC(C=C)=O N-(5-(aminomethyl)-1-(4-(trifluoromethyl)phenyl)-1,2,3,4-tetrahydroquinolin-3-yl)acrylamide dithio-bis(succinimidyl-propionate)